C(C)N(C=NC1=C(C=C(C(=C1)F)C1(COC1)OC1=NC=CC=C1)C)C N-ethyl-N'-(5-fluoro-2-methyl-4-(3-(pyridin-2-yloxy)oxetan-3-yl)phenyl)-N-methylformimidamide